FC1=CC=C(C=2C3=C(NC12)CC(NC3)C)C 6-fluoro-3,9-dimethyl-1,3,4,5-tetrahydropyrido[4,3-b]indol